2-isopropyl-3-(3-methyl-1H-indazol-5-yl)-6-(3-trifluoromethyl-phenyl)-imidazo[1,2-a]pyrazine C(C)(C)C=1N=C2N(C=C(N=C2)C2=CC(=CC=C2)C(F)(F)F)C1C=1C=C2C(=NNC2=CC1)C